N2-tert-butyl-9-(2-(piperazin-1-yl)ethyl)-N8-(3-(trifluoromethyl)phenyl)-9H-purine-2,8-diamine C(C)(C)(C)NC1=NC=C2N=C(N(C2=N1)CCN1CCNCC1)NC1=CC(=CC=C1)C(F)(F)F